ClC1=C(C=C(C=C1S)Cl)S 2,5-Dichlorobenzene-1,3-dithiol